methyl 6-[(1R,3S,5S)-3-[[5-cyclopropyl-3-(2,6-dichlorophenyl)-1,2-oxazol-4-yl]carbonyloxy]-8-azabicyclo[3.2.1]octan-8-yl]-1,2-benzoxazole-3-carboxylate C1(CC1)C1=C(C(=NO1)C1=C(C=CC=C1Cl)Cl)C(=O)OC1C[C@H]2CC[C@@H](C1)N2C2=CC1=C(C(=NO1)C(=O)OC)C=C2